1-[(2R,4R)-5-[[bis(4-methoxyphenyl)-phenyl-methoxy]methyl]-4-hydroxy-tetrahydrofuran-2-yl]-5-prop-1-ynyl-pyrimidine-2,4-dione COC1=CC=C(C=C1)C(OCC1[C@@H](C[C@@H](O1)N1C(NC(C(=C1)C#CC)=O)=O)O)(C1=CC=CC=C1)C1=CC=C(C=C1)OC